tert-Butyl 5-{[(1S,2R,3R,4R,5S)-4-(acetylamino)-2,3-dihydroxy-6,8-dioxabicyclo[3.2.1]oct-1-yl]methoxy}pentanoate C(C)(=O)N[C@@H]1[C@H]([C@H]([C@@]2(CO[C@H]1O2)COCCCCC(=O)OC(C)(C)C)O)O